O1CCC(CC1)C=1C=CC(=C(C1)CO)N1C[C@H](CC1)OC1=NC=C(C=C1)C(F)(F)F (S)-(5-(tetrahydro-2H-pyran-4-yl)-2-(3-(5-(trifluoromethyl)pyridin-2-yloxy)pyrrolidin-1-yl)phenyl)methanol